(dimethylbiphenylyl)(dibenzofuranylphenyl)(spirobifluorenyl)Amine CC1=C(C(=C(C=C1)C1=CC=CC=C1)N(C=1C2(C3=CC4=CC=CC=C4C3=CC1)C=CC=C1C3=CC=CC=C3C=C12)C1=C(C=CC=C1)C1=CC=CC=2OC3=C(C21)C=CC=C3)C